1-(4-(1,1-difluoro-2-hydroxyethyl)-2-methylphenyl)-3-(6-methoxy-2-methylpyridin-3-yl)-7-(trifluoromethyl)-2,3-dihydroquinazolin-4(1H)-one FC(CO)(F)C1=CC(=C(C=C1)N1CN(C(C2=CC=C(C=C12)C(F)(F)F)=O)C=1C(=NC(=CC1)OC)C)C